C(C1=CC=CC=C1)N1N=CC(=C1)C=1C(=CC(N(C1)C)=O)C=1C=NC=CC1 5'-(1-benzyl-1H-pyrazol-4-yl)-1'-methyl-[3,4'-bipyridin]-2'(1'H)-one